FC(C(=O)N[C@@H]1[C@H](N(C(C1)=O)C=1C=C2C=NN(C2=CC1)CC(F)F)C1=C(C=CC(=C1)OC)F)(C)F |r| 2,2-difluoro-N-[rac-(2R,3S)-1-[1-(2,2-difluoroethyl)indazol-5-yl]-2-(2-fluoro-5-methoxy-phenyl)-5-oxo-pyrrolidin-3-yl]propanamide